methyl 2-(1-(6-(benzyloxy)pyridin-2-yl)pyrrolidin-2-yl)acetate C(C1=CC=CC=C1)OC1=CC=CC(=N1)N1C(CCC1)CC(=O)OC